C1CSN1 thiazetidine